1-tert-butyl 4-methylpiperidine-1,4-dicarboxylate CC1(CCN(CC1)C(=O)OC(C)(C)C)C(=O)[O-]